N-acetoxy-N-{4-acetoxyimino-4-[9-ethyl-6-(o-methylbenzoyl)-9H-carbazol-3-yl]butan-2-yl}acetamide C(C)(=O)ON(C(C)=O)C(C)CC(C=1C=CC=2N(C3=CC=C(C=C3C2C1)C(C1=C(C=CC=C1)C)=O)CC)=NOC(C)=O